ClC1=C(C=CC(=C1)C(F)(F)F)N1CCC(CC1)C(=O)N1[C@@H](CC[C@@H]1C1=C(C=CC=C1)Cl)C(=O)O (2S,5R)-1-(1-(2-chloro-4-(trifluoromethyl)phenyl)piperidine-4-carbonyl)-5-(2-chlorophenyl)pyrrolidine-2-carboxylic acid